[Mo].[Ti].[Nb].[C] carbon niobium-titanium-molybdenum